4-oxido-1-(quinazolin-2-yl)-1,4-azaphosphinan O=P1CCN(CC1)C1=NC2=CC=CC=C2C=N1